CN1C(C2=CC(=CC=C2CC1)OC1CCNCC1)=O 2-methyl-7-(piperidin-4-yloxy)-3,4-dihydroisoquinolin-1(2H)-one